C(#N)C1(CC1)NS(=O)(=O)C=1C=C(C=2N(C1)C(=CN2)C=2SC(=NN2)C(F)F)N2C[C@@H](OC[C@@H]2C)COC N-(1-cyanocyclopropyl)-3-(5-(difluoromethyl)-1,3,4-thiadiazol-2-yl)-8-((2R,5S)-2-(methoxymethyl)-5-methylmorpholino)imidazo[1,2-a]pyridine-6-sulfonamide